N-(4-((4-(4,4-dimethylcyclohexyl)phenyl)amino)cyclohexyl)piperazine-2-carboxamide CC1(CCC(CC1)C1=CC=C(C=C1)NC1CCC(CC1)NC(=O)C1NCCNC1)C